NCCCN(N)C 1-(3-aminopropyl)-1-methylhydrazine